IC1=C2N=CC(NC2=CC(=C1)C)=O 5-iodo-7-methylquinoxalin-2(1H)-one